1-(2-Hydroxy-2-methyl-propyl)indole-2-carboxylic acid ethyl ester C(C)OC(=O)C=1N(C2=CC=CC=C2C1)CC(C)(C)O